2'H,4'H,7'H-spiro[piperidine-4,3'-pyrrolo[3,4-b][1,4,5]oxathiazepine]-6'-carboxamide 1',1'-dioxide S1(C=2C(OCC3(N1)CCNCC3)=C(NC2)C(=O)N)(=O)=O